(1-(4-((1H-indazol-5-yl)amino)pyrimidin-2-yl)piperazin-2-yl)methanol N1N=CC2=CC(=CC=C12)NC1=NC(=NC=C1)N1C(CNCC1)CO